(S)-2-((R)-3-Methyl-morpholin-4-yl)-9-[1-(tetrahydrofuran-2-yl)methyl]-8-trifluoromethyl-6,7,8,9-tetrahydro-pyrimido[1,2-a]-pyrimidin-4-one C[C@H]1N(CCOC1)C=1N=C2N(C(C1)=O)CC[C@H](N2CC2OCCC2)C(F)(F)F